(2,2-difluoroethyl)pyrrolidine-1,2-dicarboxylic acid 1-(tert-butyl) 2-methyl ester COC(=O)C1(N(CCC1)C(=O)OC(C)(C)C)CC(F)F